6-(2-(6-methylpyridin-2-yl)-5,6-dihydro-cyclopenta[d]imidazol-1(4H)-yl)imidazo[1,2-a]pyridine-3-carboxylic acid CC1=CC=CC(=N1)C1=NC2=C(N1C=1C=CC=3N(C1)C(=CN3)C(=O)O)CCC2